FC=1C=C2CCN(C2=CC1)C(CN1C[C@H](NCC1)C)=O 1-(5-Fluoro-2,3-dihydro-indol-1-yl)-2-((R)-3-methyl-piperazin-1-yl)-ethanone